N[C@H]1[C@@H]2N(C[C@H]1CC2)C(=O)C2=CC1=C(N(C(=N1)C1=CC=3C=CC4=C(NCCS4)C3N1CC1CC1)C)C(=C2)F [(1R,4R,7R)-7-amino-2-azabicyclo[2.2.1]heptan-2-yl]-[2-[9-(cyclopropylmethyl)-2,3-dihydro-1H-pyrrolo[2,3-f][1,4]benzothiazin-8-yl]-7-fluoro-1-methyl-benzimidazol-5-yl]methanone